N[C@H](C(=O)NC1=C(C=C(C=C1)[N+](=O)[O-])Cl)[C@@H](CC)C (2S,3R)-2-amino-N-(2-chloro-4-nitrophenyl)-3-methylpentanamide